(2S,6R)-N-((S)-1-cyano-2-(2-fluoro-4-(3-methyl-2-oxo-2,3-dihydrobenzo[d]oxazol-5-yl)phenyl)ethyl)-6-ethoxy-1,4-oxazepan-2-carboxamide C(#N)[C@H](CC1=C(C=C(C=C1)C=1C=CC2=C(N(C(O2)=O)C)C1)F)NC(=O)[C@H]1OC[C@@H](CNC1)OCC